4-(tert-butyl)-9-(2-n-hexadecyl-2-carboxyethyl)carbonyloxyanthracene C(C)(C)(C)C1=CC=CC2=C(C3=CC=CC=C3C=C12)OC(=O)CC(C(=O)O)CCCCCCCCCCCCCCCC